C(C)(C)(C)OC(N(C)CCC1CN(CCO1)C=1N=NC(=CC1)C1=C(C=C(C=C1C)C(F)(F)F)O)=O.C(C=C)(=O)OCCCCC[Si](OCC)(OCC)C acryloyloxyamyl-methyl-diethoxysilane tert-butyl-N-[2-[4-[6-[2-hydroxy-6-methyl-4-(trifluoromethyl)phenyl]pyridazin-3-yl]morpholin-2-yl]ethyl]-N-methyl-carbamate